C(C)OC1=CC=C(C(C(=O)O)O)C=C1 p-ethoxymandelic acid